7-(2,8-Dimethylimidazo[1,2-b]pyridazin-6-yl)-3-(piperidin-4-yl)cinnoline dihydrochloride Cl.Cl.CC=1N=C2N(N=C(C=C2C)C2=CC=C3C=C(N=NC3=C2)C2CCNCC2)C1